6-(3-Bromophenyl)-2-ethoxy-5-(phenylselanyl)-3,4-dihydro-1,2-oxaphosphinine 2-oxide BrC=1C=C(C=CC1)C1=C(CCP(O1)(OCC)=O)[Se]C1=CC=CC=C1